4,4'-bis(3,4-dicarboxyphenylcarbonyloxy)biphenyl C(=O)(O)C=1C=C(C=CC1C(=O)O)C(=O)OC1=CC=C(C=C1)C1=CC=C(C=C1)OC(=O)C1=CC(=C(C=C1)C(=O)O)C(=O)O